C(=O)[O-].CC(CCC)([NH3+])C N-dimethylbutyl-ammonium formate